N1N=CN=C1CNC(=O)C=1C(=C2C(=NC1)SC(=C2)C2=CN=CS2)NC(C)C N-((1H-1,2,4-Triazol-5-yl)methyl)-4-(isopropylamino)-2-(thiazol-5-yl)thieno[2,3-b]pyridin-5-carboxamid